C(C=1OC=CC1)(C=1OC=CC1)C=1OC=CC1 2,2',2''-methanetriyl-tri-furan